5-(1-(2,2-difluoroethyl)-2-methyl-1H-benzo[d]imidazol-6-yl)-N-((3R,4S)-1-ethyl-3-fluoropiperidin-4-yl)-4-methoxypyrrolo[2,1-f][1,2,4]triazin-2-amine FC(CN1C(=NC2=C1C=C(C=C2)C=2C=CN1N=C(N=C(C12)OC)N[C@@H]1[C@@H](CN(CC1)CC)F)C)F